C(C)[C@]1(C[C@H](NC1=O)COC1=CC=NC2=CC(=C(C=C12)OC)C(=O)N)F 4-{[(2s,4r)-4-ethyl-4-fluoro-5-oxopyrrolidin-2-yl]methoxy}-6-methoxyquinoline-7-carboxamide